(6-chloro-1H-pyrrolo[2,3-b]pyridin-4-yl)methanol ClC1=CC(=C2C(=N1)NC=C2)CO